BrC1=CC2=CN(N=C2C(=C1)CO[Si](C)(C)C(C)(C)C)C 5-bromo-7-(((tert-butyldimethylsilyl)oxy)methyl)-2-methyl-2H-indazole